CN(C1=CC=C(C=N1)NC(O[C@H](C)[C@H](C)OC1=CC2=C(N=C(S2)C2=C3N=CC(=NC3=CC(=C2)C)OC)C=C1F)=O)C (2R,3S)-3-((5-fluoro-2-(2-methoxy-7-methylquinoxalin-5-yl)benzo[d]thiazol-6-yl)oxy)butan-2-yl (6-(dimethylamino)pyridin-3-yl)carbamate